OCCN1C[C@@H](CCC1)NC=1OC=2C(=NC(=CC2)C2=C(C=C3C(CCO3)=C2O)C)N1 5-[2-[[(3R)-1-(2-Hydroxyethyl)-3-piperidyl]amino]oxazolo[4,5-b]pyridin-5-yl]-6-methyl-2,3-dihydrobenzofuran-4-ol